The molecule is an amino trisaccharide comprising two alpha-N-acetylneuraminyl residues joined by a (2->8)-linkage and attached in turn by a (2->3)-linkage to beta-D-galactose. CC(=O)N[C@@H]1[C@H](C[C@@](O[C@H]1[C@@H]([C@@H](CO)O[C@@]2(C[C@@H]([C@H]([C@@H](O2)[C@@H]([C@@H](CO)O)O)NC(=O)C)O)C(=O)O)O)(C(=O)O)O[C@H]3[C@H]([C@H](O[C@H]([C@@H]3O)O)CO)O)O